2-[7-[[5-(trifluoromethyl)-2-pyridyl]methyl]-2,7-diazaspiro[3.4]octane-2-carbonyl]-7-oxa-2,5-diazaspiro[3.4]octan-6-one FC(C=1C=CC(=NC1)CN1CCC2(CN(C2)C(=O)N2CC3(C2)NC(OC3)=O)C1)(F)F